ClC1=CC=C(CN2CC=CC3=C2NC2=CC=CC=C32)C=C1 1-(4-chlorobenzyl)-9H-pyrido[2,3-b]indole